7-cyclopentyl-2-((4-(4-(1-(4-(2,6-dioxopiperidin-3-yl)benzyl)-piperidin-4-yl)-piperazin-1-yl)phenyl)amino)-N,N-dimethyl-7H-pyrrolo[2,3-d]pyrimidine-6-carboxamide C1(CCCC1)N1C(=CC2=C1N=C(N=C2)NC2=CC=C(C=C2)N2CCN(CC2)C2CCN(CC2)CC2=CC=C(C=C2)C2C(NC(CC2)=O)=O)C(=O)N(C)C